6-Methyl-2H-benzo[e][1,3]thiazine CC=1C=CC2=C(C=NCS2)C1